C1(=CCC(C=C1)(S(=O)(=O)Cl)S(=O)(=O)Cl)C1=CC=CC=C1 biphenyl-4,4-disulfonyl chloride